trivinyl-triazine C(=C)C1=C(C(=NN=N1)C=C)C=C